3-chloromethoxynaphthalene ClCOC=1C=CC2=CC=CC=C2C1